Cl.FC1=C(C=C(C=C1)F)NN 2,5-difluorophenylhydrazine hydrochloride